FC(S(=O)(=O)NC1=C(C=C(C=C1)C1=NNC(=C1C(=O)N)NC1=NN2C(COCC2)=C1)O[C@@H](C)C1=CC=C(C=C1)F)F (S)-3-(4-((difluoromethyl)sulfonamido)-3-(1-(4-fluorophenyl)ethoxy)phenyl)-5-((6,7-dihydro-4H-pyrazolo[5,1-c][1,4]oxazin-2-yl)amino)-1H-pyrazole-4-carboxamide